FC1=C(C=CC2=CC=CC=C12)B(O)O 1-FLUORONAPHTHALENE-2-BORONIC ACID